(2-oxo-2,3-dihydro-1H-benzo[d]imidazol-5-yl)boronic acid O=C1NC2=C(N1)C=CC(=C2)B(O)O